C(CC)N1[C@H]2[C@@](CCC1)(CCC2)COC=2N=C(C1=C(N2)C(=C(N=C1)C1=CC=CC2=CC=C(C(=C12)CC)F)F)N1CCOCCC1 4-(2-{[(4aS,7aR)-1-propyl-octa-hydrocyclopenta[b]pyridin-4a-yl]meth-oxy}-8-fluoro-4-(1,4-oxazepan-4-yl)pyrido[4,3-d]pyrimidin-7-yl)-5-ethyl-6-fluoro-naphthalen